2-(2-(5-bromo-3-((5S,6S)-3-oxo-5,6-diphenyl-3,4,5,6-tetrahydropyrazin-2-yl)-1H-indol-1-yl)acetyl)-N-(2-bromophenyl)hydrazine BrC=1C=C2C(=CN(C2=CC1)CC(=O)NNC1=C(C=CC=C1)Br)C1=N[C@H]([C@@H](NC1=O)C1=CC=CC=C1)C1=CC=CC=C1